C(C)(C)(C)OC(=O)C1C2C3C4C=CC(C3C(C1C(=O)OC(C)(C)C)C2)C4 8,9-di(t-butoxycarbonyl)tetracyclo[4.4.0.12,5.17,10]dodec-3-ene